1-Acetyl-N-((1S)-1-(4-((1,1-dimethyl-2,3-dihydro-1H-inden-2-yl)amino)phenyl)-2,2,2-trifluoroethyl)-3-fluoro-N-methylazetidine-3-carboxamide C(C)(=O)N1CC(C1)(C(=O)N(C)[C@H](C(F)(F)F)C1=CC=C(C=C1)NC1C(C2=CC=CC=C2C1)(C)C)F